C1(=CC=CC=C1)CC#N Phenylacetonitril